hexadecylsulfonate, tetraoctyl-phosphonium salt C(CCCCCCC)[P+](CCCCCCCC)(CCCCCCCC)CCCCCCCC.C(CCCCCCCCCCCCCCC)S(=O)(=O)[O-]